C(C)(=O)O[C@@H]1[C@H](O[C@@H]([C@@H]([C@H]1OC(C)=O)NC(C(C)(C)C)=O)CCC)CO (2R,3S,4R,5S,6R)-2-(hydroxymethyl)-5-pivalamido-6-propyltetrahydro-2H-pyran-3,4-diyl diacetate